C1(CCC1)=NS(=O)C(C)(C)C N-cyclobutylidene-2-methyl-propane-2-sulfinamide